O=C1NC(CCC1C1=NN(C2=CC(=CC=C12)N1CCC(CC1)(O)CC(=O)O)C)=O 2-[1-[3-(2,6-dioxo-3-piperidyl)-1-methyl-indazol-6-yl]-4-hydroxy-4-piperidyl]acetic acid